1-benzyl-3,3-difluoro-4,1':4',4''-terpiperidine hydrochloride Cl.C(C1=CC=CC=C1)N1CC(C(CC1)N1CCC(CC1)C1CCNCC1)(F)F